trans-{2-[(4-methoxyphenyl)methyl]-4-methyl-2-azabicyclo[3.1.1]Hept-3-yl}methanol COC1=CC=C(C=C1)CN1C2CC(C(C1CO)C)C2